C(C)(C)(C)C1=C(C(=CC=C1CCCCCCCC=CCC=CCCC)C(C)(C)C)O 2,6-di-tert-butyl-3-(8,11-pentadecadienyl)phenol